2,6-Anhydro-5-{{(benzyloxy)carbonyl}amino}-3,4,5-trideoxy-L-erythro-hexonic acid C(C1=CC=CC=C1)OC(=O)N[C@@H]1CC[C@@H](C(=O)O)OC1